2-(4-(pentafluoro-λ6-sulfaneyl)phenyl)acetic acid FS(C1=CC=C(C=C1)CC(=O)O)(F)(F)(F)F